C(C(=O)C)[C@@H]1N(CCC1)C(=O)OC(C)(C)C tert-butyl (2R)-2-acetonylpyrrolidine-1-carboxylate